CC1(C2CCC3OCCC3C2(CCC1)C)C 6,6,9a-trimethyl-1,2,3a,4,5,5a,7,8,9,9b-decahydronaphtho[2,1-b]furan